4,4-difluoropiperidine-1-carboxylic acid FC1(CCN(CC1)C(=O)O)F